Cl.N[C@H](C(=O)N1[C@@H](CCC1)C(=O)N[C@H](C(=O)OCC1=CC=CC=C1)C(C1=CC=CC=C1)C1=CC=CC=C1)C1CCCCC1 benzyl (S)-2-((S)-1-((S)-2-amino-2-cyclohexylacetyl) pyrrolidine-2-carboxamido)-3,3-diphenylpropionate hydrochloride